tert-butyl 6-{4-[(1S)-1-{[(tert-butoxy)carbonyl]amino}-4-[(tert-butyldiphenylsilyl)oxy]butyl]-1H-1,2,3-triazol-1-yl}hexanoate C(C)(C)(C)OC(=O)N[C@@H](CCCO[Si](C1=CC=CC=C1)(C1=CC=CC=C1)C(C)(C)C)C=1N=NN(C1)CCCCCC(=O)OC(C)(C)C